6-(Azetidin-1-yl)-N-(3,4-dihydro-2H-1-benzopyran-8-sulfonyl)-4-fluoro-1-benzofuran-2-carboxamide N1(CCC1)C1=CC2=C(C=C(O2)C(=O)NS(=O)(=O)C2=CC=CC=3CCCOC32)C(=C1)F